FC=1C=CC(=NC1)C1=NN(C(=C1)CO)CC(CC)O (3-(5-fluoropyridin-2-yl)-5-(hydroxymethyl)-1H-pyrazol-1-yl)butan-2-ol